CC=1N=C(C2=C(N1)C1=C(O2)C=CC=C1)N1[C@@H](C[C@@H](C1)NC1=NNC=C1C1=NC=CC=C1)C(=O)O (2S,4S)-1-(2-methylbenzofuro[3,2-d]pyrimidin-4-yl)-4-((4-(pyridin-2-yl)-1H-pyrazol-3-yl)amino)pyrrolidine-2-carboxylic acid